[7-[(5-Chloro-2-pyridyl)methyl]-2-azaspiro[3.5]nonan-2-yl]-[3-(1H-1,2,4-triazol-5-yl)azetidin-1-yl]methanone ClC=1C=CC(=NC1)CC1CCC2(CN(C2)C(=O)N2CC(C2)C2=NC=NN2)CC1